C1(=CC=CC=C1)C=1NC=CC1 phenyl-pyrrole